CN(C)C(C(=O)C1=CC=C(C=C1)N1CCOCC1)(CC)CC1=CC=C(C=C1)C dimethylamino-2-(4-methylbenzyl)-1-(4-morpholin-4-yl-phenyl)-butane-1-one